ClC1=CC=C(C=C1)[C@H](CC1=NOC(=N1)CN1C(N(C=C(C1=O)C)CC)=O)O 3-({3-[(2S)-2-(4-chlorophenyl)-2-hydroxyethyl]-1,2,4-oxadiazol-5-yl}methyl)-1-ethyl-5-methyl-1,2,3,4-tetrahydropyrimidine-2,4-dione